ClC1=NC(=CC2=CC(=NC(=C12)Cl)Cl)Cl 1,3,6,8-tetrachloro-2,7-naphthyridine